2-bromo-1-[4-(2,3-dimethoxybenzoyl)piperazin-1-yl]ethanone BrCC(=O)N1CCN(CC1)C(C1=C(C(=CC=C1)OC)OC)=O